6-(benzofuran-3-yl)-N-((R)-1-phenylethyl)-2,3,4,9-tetrahydro-1H-carbazol-1-amine O1C=C(C2=C1C=CC=C2)C=2C=C1C=3CCCC(C3NC1=CC2)N[C@H](C)C2=CC=CC=C2